C(OC1=CC(=C(C=C1)F)C=O)(OCC(C)C)=O 4-fluoro-3-formylphenyl isobutyl carbonate